ClC=1N=CC=C2C=CC(=NC12)NC12CCC(CC1)(CC2)CNC2=NC=CC=N2 2-[[4-[(8-chloro-1,7-naphthyridin-2-yl)amino]-1-bicyclo[2.2.2]octyl]methylamino]pyrimidine